5-bromo-3-methylbenzo[b]thiophen-7-ol BrC1=CC2=C(SC=C2C)C(=C1)O